C(CCOC=1C(=C2CN(CC2=CC1OC)C(CCC(=O)O)=O)F)OC=1C(=C2CN(CC2=CC1OC)C(CCC(=O)O)=O)F 4,4'-((propane-1,3-diylbis(oxy))bis(4-fluoro-6-methoxyisoindoline-5,2-diyl))bis(4-oxobutanoic acid)